thieno[2,3-b]pyridine-6-carboxylic acid lithium [Li].S1C=CC=2C1=NC(=CC2)C(=O)O